C(C)C1=CC=C(C=C1)S(=O)(=O)N 4-ethylbenzenesulfonamide